1-[5-[[5-chloro-4-(1,2,3,6-tetrahydropyridin-5-yl)pyrimidin-2-yl]amino]-3-pyridyl]pyrrolidin-2-one ClC=1C(=NC(=NC1)NC=1C=C(C=NC1)N1C(CCC1)=O)C1=CCCNC1